BrC1=CC(=CC2=C1SC(=C2)C=2OC(=C(N2)C)C(=O)O)OC(C)C 2-(7-bromo-5-isopropoxybenzo[b]thiophen-2-yl)-4-methyloxazole-5-carboxylic acid